[4-(3,4,5-trifluorophenyl)-1H-1,2,3-triazol-1-yl]-α-D-galacto-pyranose FC=1C=C(C=C(C1F)F)C=1N=NN(C1)[C@@]1(O)[C@H](O)[C@@H](O)[C@@H](O)[C@H](O1)CO